(1R,6S)-2,2-difluoro-6-[{(3S,4S)-4-fluoro-1-(propan-2-yl)pyrrolidin-3-yl}oxy]cyclohexan-1-amine FC1([C@@H]([C@H](CCC1)O[C@H]1CN(C[C@@H]1F)C(C)C)N)F